2-(3,4-dimethoxyphenyl)-3-ethyl-N-(1'-methyl-[1,4'-bipiperidin]-4-yl)-1H-indol-5-amine COC=1C=C(C=CC1OC)C=1NC2=CC=C(C=C2C1CC)NC1CCN(CC1)C1CCN(CC1)C